C(CCCCCCC\C=C/CCCCCCCC)OC(CCCCCCCCCCC\C=C/CCCCCCCC)=O Oleylerucat